AcetylazoleAmine C(C)(=O)C1=C(NC=C1)N